cis-heptenoic acid C(\C=C/CCCC)(=O)O